O=C1CCC(CC1)(C(=O)O)C=C 4-oxo-1-vinylcyclohexanecarboxylic acid